C(C)(C)(C)OC(=O)N1CCC(CC1)=O.NC=1C2=C(N=CN1)N(C(=C2C2=CC=C(C=C2)C=2N=C(OC2)C)C2=CC=C(C=C2)NC(C(=C)C)=O)C N-(4-(4-amino-7-methyl-5-(4-(2-methyloxazol-4-yl)phenyl)-7H-pyrrolo[2,3-d]pyrimidin-6-yl)phenyl)methacrylamide tert-butyl-4-oxopiperidine-1-carboxylate